FC(OC1=CC=C(C=C1)NN=C(C#N)C#N)(F)F Carbonylcyanid-p-Trifluoromethoxyphenylhydrazon